C1(CC1)C1=NN(C(=C1)NC(C1=C(C=C(C=C1)C1=NOC(C1)(C(F)(F)F)C1=CC(=CC(=C1)Cl)Cl)C)=O)C N-(3-cyclopropyl-1-methyl-1H-pyrazol-5-yl)-4-(5-(3,5-dichlorophenyl)-5-(trifluoromethyl)-4,5-dihydroisoxazol-3-yl)-2-methylbenzamide